O1C[C@H](CC1)[O] ((S)-tetrahydrofuran-3-yl)oxygen